2-((4-((R)-2-(4-chloro-2-fluorophenyl)-2H-chromen-8-yl)piperidin-1-yl)methyl)-3-(((S)-oxabutane-2-yl)methyl)-1H-benzo[d]imidazole-6-carboxylic acid tromethamine salt NC(CO)(CO)CO.ClC1=CC(=C(C=C1)[C@@H]1OC2=C(C=CC=C2C=C1)C1CCN(CC1)CC1N(C2=C(N1)C=C(C=C2)C(=O)O)C[C@@H](O)CC)F